1-(3-hydroxypropyl)-5-(3-isopropyl-5-(piperidin-4-yl)-1H-indol-2-yl)-3-methylpyridin-2(1H)-one OCCCN1C(C(=CC(=C1)C=1NC2=CC=C(C=C2C1C(C)C)C1CCNCC1)C)=O